FC=C1CCN2CCCC12CO (1-(fluoromethylene)tetrahydro-1H-pyrrolizin-7a(5H)-yl)methanol